FC(C1=CC=C(C=C1)N1CC2N(CCN(C2)C(=O)OC(C)(C)C)C=C1)(F)F tert-butyl 8-(4-(trifluoromethyl)phenyl)-1,3,4,8,9,9a-hexahydro-2H-pyrazino[1,2-a]pyrazine-2-carboxylate